p-fluorophenyl-boric acid FC1=CC=C(C=C1)OB(O)O